CC1=C(OC2=C(C=C(C=C2C1=O)C)[C@@H](C)NC1=CC=C(C(=C1C(=NO)N)F)F)C1=CC=CC=C1 6-[[(1R)-1-(3,6-Dimethyl-4-oxo-2-phenyl-chromen-8-yl)ethyl]amino]-2,3-difluoro-N'-hydroxy-benzamidine